OC(C)(C)C=1C=C(C(=O)OCC)C=C(C1)C(C)(C)O ethyl 3,5-bis(α-hydroxyisopropyl)benzoate